3-isocyanatopropyl-trimethoxysilane N(=C=O)CCC[Si](OC)(OC)OC